ClC1=C(C=C2C(=C(N(C2=C1F)C)C1=NNC(=N1)[C@@H](C)F)C=1C=NNC1)OC (R)-6-chloro-7-fluoro-2-(5-(1-fluoroethyl)-1H-1,2,4-triazol-3-yl)-5-methoxy-1-methyl-3-(1H-pyrazol-4-yl)-1H-indole